N-tertiary butyl-3-methyl-5-trifluoromethyl-indole C(C)(C)(C)N1C=C(C2=CC(=CC=C12)C(F)(F)F)C